N1(CCCC1)CC1=CC=C(CC2=NC3=CC=CC=C3C(=C2N)N)C=C1 (4-(pyrrolidin-1-ylmethyl)benzyl)quinoline-3,4-diamine